N=1C=CN2C1C[C@H](CC2)COC2=CC=C(C=N2)CNC=2C=C1C=CN=C(C1=CC2)N |o1:6| 6-N-({6-[(7S*)-5H,6H,7H,8H-imidazo[1,2-a]pyridin-7-ylmethoxy]pyridin-3-yl}methyl)isoquinoline-1,6-diamine